CC1=CC=C(C=2N1C=CN2)C=2C=1N(C(=NC2)N)C=NN1 8-(5-methylimidazo[1,2-a]pyridin-8-yl)-[1,2,4]triazolo[4,3-c]pyrimidin-5-amine